(1R,3S)-3-[3-({[3-(methoxymethyl)-1-methyl-1H-pyrazol-5-yl]carbonyl}amino)-1H-pyrazol-5-yl]cyclopentyl propan-2-ylcarbamate CC(C)NC(O[C@H]1C[C@H](CC1)C1=CC(=NN1)NC(=O)C1=CC(=NN1C)COC)=O